CN(C(C)=O)C1=CC2=CC3=C(C=C(C(O3)=O)C)C=C2C=C1 N-methyl-N-(3-methyl-2-oxo-benzo[g]benzopyran-8-yl)acetamide